chloro-phenyl-isoxazole methyl-6-[4-(6,8-dihydro-5H-imidazo[1,5-a]pyrazin-7-yl)phenoxy]-1-methyl-indazole-5-carboxylate COC(=O)C=1C=C2C=NN(C2=CC1OC1=CC=C(C=C1)N1CC=2N(CC1)C=NC2)C.ClC=2C(=NOC2)C2=CC=CC=C2